N,N'-(1,4-Phenylenebis(methylene))bis(1-(3-chlorophenyl)-N-methylmethanamine) C1(=CC=C(C=C1)CN(CC1=CC(=CC=C1)Cl)C)CN(CC1=CC(=CC=C1)Cl)C